(3R,4R)-4-((5-fluoro-7-(5-fluoropyridin-2-yl)pyrrolo[2,1-f][1,2,4]triazin-2-yl)amino)-1-(methylsulfonyl)piperidin-3-ol FC=1C=C(N2N=C(N=CC21)N[C@H]2[C@@H](CN(CC2)S(=O)(=O)C)O)C2=NC=C(C=C2)F